CC(CC)(NC(C(=C)C)=O)C N-dimethylpropyl-methacrylamide